C(C)(C)(C)C1=NC2=C(N1)C=C(C=C2C(=O)NCC2=NC=CC=C2C(F)(F)F)NC(=O)C2=C(C=CC=C2)C(F)(F)F 2-tert-butyl-6-({[2-(trifluoromethyl)phenyl]carbonyl}amino)-N-{[3-(trifluoromethyl)pyridin-2-yl]methyl}-1H-benzimidazole-4-carboxamide